C(C)(C)(C)OC(=O)N1[C@H]([C@H](CC1)O[Si](C)(C)C(C)(C)C)C(=O)O (2R,3S)-1-(tert-Butoxycarbonyl)-3-((tert-butyldimethylsilyl)oxy)pyrrolidine-2-carboxylic acid